9-azido-N-[2-[(2R)-4-[5-[1-[(2-cyano-3-pyridyl)methyl]-2,2-dimethyl-3-oxo-pyrrolo[2,3-b]pyridin-6-yl]pyrimidin-2-yl]-2-methyl-piperazin-1-yl]-2-oxo-ethyl]nonanamide N(=[N+]=[N-])CCCCCCCCC(=O)NCC(=O)N1[C@@H](CN(CC1)C1=NC=C(C=N1)C1=CC=C2C(=N1)N(C(C2=O)(C)C)CC=2C(=NC=CC2)C#N)C